Tert-butyl (1-(((3-chloropyridin-2-yl)methyl)amino)-2-methyl-1-oxopropan-2-yl)carbamate ClC=1C(=NC=CC1)CNC(C(C)(C)NC(OC(C)(C)C)=O)=O